C(C)OC(=O)C1C(CN(CC1)CC1=CC=CC=C1)=O 1-Benzyl-3-oxopiperidine-4-carboxylic acid ethyl ester